FC(C=1C=C(CN([C@H]2C[C@H](N(C3=CC=C(C=C23)C(F)(F)F)C(=O)OCC)CC)C2=NC=C(C=N2)OCCCC(=O)OC(C)(C)C)C=C(C1)C(F)(F)F)(F)F ethyl (2r,4s)-4-{[3,5-bis(trifluoromethyl) benzyl]-[5-(3-t-butoxycarbonylpropoxy) pyrimidin-2-yl] amino}-2-ethyl-6-trifluoromethyl-3,4-dihydro-2H-quinoline-1-carboxylate